2-((S)-1-(4-(6-((4-cyano-2-fluorobenzyl)oxy)-3-fluoropyridin-2-yl)piperazine-1-yl)ethyl)-1-(((S)-oxetan-2-yl)methyl)-1H-benzo[d]imidazole-6-carboxylate C(#N)C1=CC(=C(COC2=CC=C(C(=N2)N2CCN(CC2)[C@@H](C)C2=NC3=C(N2C[C@H]2OCC2)C=C(C=C3)C(=O)[O-])F)C=C1)F